acryloyloxyhexyl-phosphorylcholine C(C=C)(=O)OCCCCCCP(=O)=C(O)C[N+](C)(C)C